[Cl-].C(CCCCCCCCCCCCC)[N+](CCCCCCCCCCCCCCCCCCCCCC)(C)C myristyl-dimethyl-behenyl-ammonium chloride